C(\C=C\C(=O)O)(=O)O.C(\C=C\C(=O)O)(=O)O.FC1=CC=C(C=C1)[C@@]1(CCOC2(CCCC2)C1)CCNCC1=C(C=CC=C1)C1=CC=NC=C1 (R)-2-(9-(4-fluorophenyl)-6-oxaspiro[4.5]decan-9-yl)-N-(2-(pyridin-4-yl)benzyl)ethanamine difumarate